(cis)-Di-tert-butyl 6,6-difluorohexahydropyrrolo[3,2-c]pyrazole-2,4-dicarboxylate FC1(CN([C@@H]2[C@H]1NN(C2)C(=O)OC(C)(C)C)C(=O)OC(C)(C)C)F